1-((2-(trimethylsilyl)ethoxy)methyl)-1H-pyrazolo[3,4-b]Pyridine C[Si](CCOCN1N=CC=2C1=NC=CC2)(C)C